1-Tert-butyl N-[4-[4-[[3-carbamoyl-1-[4-[2-hydroxyethyl(methyl)carbamoyl]phenyl]pyrazol-4-yl]carbamoyl]oxazol-2-yl]-2-pyridyl]-N-(cyclopropylmethyl)carbamate C(N)(=O)C1=NN(C=C1NC(=O)C=1N=C(OC1)C1=CC(=NC=C1)N(C(OC(C)(C)C)=O)CC1CC1)C1=CC=C(C=C1)C(N(C)CCO)=O